(3,4,5-trioctadecoxyphenyl)methyl (2S)-2-[[(2S)-2-[[(2S)-2-[[(2S)-2-amino-3-tert-butoxy-butanoyl]amino]-3-phenyl-propanoyl]amino]-3-tert-butoxy-butanoyl]amino]-3-tert-butoxy-propanoate N[C@H](C(=O)N[C@H](C(=O)N[C@H](C(=O)N[C@H](C(=O)OCC1=CC(=C(C(=C1)OCCCCCCCCCCCCCCCCCC)OCCCCCCCCCCCCCCCCCC)OCCCCCCCCCCCCCCCCCC)COC(C)(C)C)C(C)OC(C)(C)C)CC1=CC=CC=C1)C(C)OC(C)(C)C